OC(CC1=CN(C(C2=CC=C(C=C12)C=1C=NNC1C(F)(F)F)=O)CC=1C=C(C(=O)NC)C=CC1)C 3-((4-(2-Hydroxypropyl)-1-oxo-6-(5-(trifluoromethyl)-1H-pyrazol-4-yl)isoquinolin-2(1H)-yl)methyl)-N-methylbenzamide